C(#N)C1CCN(CC1)C1=NC2=C(C=C(C=C2C(N1C)=O)C)C(C)NC1=C(C(=O)OC)C=CC=C1 methyl 2-[1-[2-(4-cyanopiperidin-1-yl)-3,6-dimethyl-4-oxoquinazolin-8-yl]ethylamino]benzoate